CS(=O)(C)=NC1=CC=C(C=N1)NC1=NC=C(C(=N1)C1=CNC2=CC=CC=C12)C N-[6-[[dimethyl(oxo)-λ6-sulfanylidene]amino]-3-pyridyl]-4-(1H-indol-3-yl)-5-methyl-pyrimidin-2-amine